ClC1=NN(C=N1)C1=CC=C(C(=N1)C1=NC2=C(N1C)C=CC(=C2)N=S(C(F)(F)F)=O)S(=O)(=O)CC [2-[6-(3-Chloro-1,2,4-triazol-1-yl)-3-ethylsulfonyl-2-pyridyl]-1-methylbenzimidazol-5-yl]iminooxo(trifluoromethyl)-λ6-sulfan